C(=O)(OC(C)(C)C)N1C(C(C2=CC=CC=C12)=[N+]=[N-])=O N-bocdiazoindolone